[Si](C1=CC=CC=C1)(C1=CC=CC=C1)(C(C)(C)C)OCC(COC1OCCCC1)NC(OCC1=CC=CC=C1)=O benzyl N-{1-[(tert-butyldiphenylsilyl)oxy]-3-(oxan-2-yloxy)propan-2-yl}carbamate